eremophilene C[C@H]1CCC=C2[C@@]1(C[C@@H](CC2)C(=C)C)C